methyl (R)-2-(5-(1-((tert-butoxycarbonyl)amino)ethyl)thiophen-3-yl)ethanimidothioate C(C)(C)(C)OC(=O)N[C@H](C)C1=CC(=CS1)CC(=N)SC